C(C)O[SiH2]O[SiH2]OCC (ethoxy)silyl ether